2',3'-dihydrospiro[cyclopropane-1,1'-indene]-7'-yl[1-(trityl)imidazol-4-yl]methanol C12(CCC3=CC=CC(=C13)C(O)C=1N=CN(C1)C(C1=CC=CC=C1)(C1=CC=CC=C1)C1=CC=CC=C1)CC2